ClC1=CC=C(C=C1)C=CC(=O)C1=CC=C(C=C1)O 3-(4-chlorophenyl)-1-(4-hydroxyphenyl)-2-propen-1-one